8-fluoro-2-methylimidazo[1,2-a]pyridin FC=1C=2N(C=CC1)C=C(N2)C